sodium trihydroxybenzoate OC1=C(C(=C(C(=O)[O-])C=C1)O)O.[Na+]